OC(C(=O)C1=CC=C(C=C1)OCCO)(C)C 2-hydroxy-1-[4-2-hydroxyethoxyphenyl]-2-methyl-1-propanone